CC1=CC(=NN1)C1=C2C(=NC(=NC2=CC=C1)N)N (5-methyl-1H-pyrazol-3-yl)quinazolin-2,4-diamine